2,8-dimethyl-6-(1,2,3,6-tetrahydropyridin-4-yl)pyrido[2,3-d]pyrimidin-7(8H)-one CC=1N=CC2=C(N1)N(C(C(=C2)C=2CCNCC2)=O)C